Cl.C(C)(C)(C)OC(=O)C1CCNCC1 4-piperidinecarboxylic acid t-butyl ester HCl